tert-butyl 3-amino-4-((tert-butyldimethylsilyl)oxy)pyrrolidine-1-carboxylate NC1CN(CC1O[Si](C)(C)C(C)(C)C)C(=O)OC(C)(C)C